2-(2-(4-fluorophenyl)-6-(prop-1-en-2-yl)pyridin-4-yl)propan-2-ol FC1=CC=C(C=C1)C1=NC(=CC(=C1)C(C)(C)O)C(=C)C